C(C1=CC=CC=C1)OC=1C=C(N)C=CC1OC1=CC=CC=C1 3-(benzyloxy)-4-phenoxyaniline